3-{1-[3-(5-bromopyrimidin-2-yl)-benzyl]-6-oxo-1,6-dihydro-pyridazin-3-yl}-benzonitrile BrC=1C=NC(=NC1)C=1C=C(CN2N=C(C=CC2=O)C=2C=C(C#N)C=CC2)C=CC1